4-((1R)-1-cyclopropoxy-1-phenyl-2-((tetrahydro-2H-pyran-2-yl)oxy)ethyl)-2-(4-methyl-4-(prop-2-yn-1-ylamino)-[1,4'-bipiperidin]-1'-yl)quinazoline C1(CC1)O[C@](COC1OCCCC1)(C1=CC=CC=C1)C1=NC(=NC2=CC=CC=C12)N1CCC(CC1)N1CCC(CC1)(NCC#C)C